N[C@@H](COC1=NC(=NC(=C1)C1=C(C=CC=C1C)C)NS(=O)(=O)C=1C=C(C(=O)O)C=CC1)CCC(C)C 3-[[4-[(2R)-2-Amino-5-methyl-hexoxy]-6-(2,6-dimethylphenyl)pyrimidin-2-yl]sulfamoyl]benzoic acid